3-methylbutyl dipropan-2-yl phosphate P(=O)(OCCC(C)C)(OC(C)C)OC(C)C